BrC=1C=NN(C1)C1CC(C1)(C#N)O (1s,3s)-3-(4-bromo-1H-pyrazol-1-yl)-1-hydroxycyclobutane-1-carbonitrile